CC1=CC=C(C=C1)S(=O)(=O)C1=CC=C(N)C=C1 4-(p-toluenesulfonyl)aniline